C(#N)C1C(C1C(=O)NC1=CC=C(C=C1)C1=C(C(=NO1)C)NC(O[C@H](C)C1=C(C=CC=C1)Cl)=O)(F)F (R)-1-(2-chlorophenyl)ethyl (5-(4-(3-cyano-2,2-difluorocyclopropane-1-carboxamido) phenyl)-3-methylisoxazol-4-yl)carbamate